2-(4-(3-isopropyl-2-(5-methyl-[1,2,4]triazolo[1,5-a]pyridin-7-yl)-1H-indol-5-yl)piperidin-1-yl)-N,N-dimethylacetamide C(C)(C)C1=C(NC2=CC=C(C=C12)C1CCN(CC1)CC(=O)N(C)C)C1=CC=2N(C(=C1)C)N=CN2